acryloyloxydodecylethyldimethoxysilane C(C=C)(=O)OCCCCCCCCCCCC[Si](OC)(OC)CC